(S)-2-(3,4-dichlorophenyl)-1-(4-((5R,7R)-7-hydroxy-5-methyl-6,7-dihydro-5H-cyclopenta[d]pyrimidin-4-yl)piperazin-1-yl)-3-(4-isopropylpiperazin-1-yl)propan-1-one ClC=1C=C(C=CC1Cl)[C@H](C(=O)N1CCN(CC1)C=1C2=C(N=CN1)[C@@H](C[C@H]2C)O)CN2CCN(CC2)C(C)C